COC(C1=C(C=C(C=C1)[N+](=O)[O-])COCC#C)=O.C=1N=CN2C1C1=CC=CC=C1C2CNC2CCC(CC2)C(=O)NC2=CC=C(C=C2)F 4-(((5H-imidazo[5,1-a]isoindol-5-yl)methyl)amino)-N-(4-fluorophenyl)cyclohexane-1-carboxamide methyl-4-nitro-2-((prop-2-yn-1-yloxy)methyl)benzoate